propylene glycol monobehenate C(CCCCCCCCCCCCCCCCCCCCC)(=O)O.C(C(C)O)O